3-(5-(methyl-((1S,2R)-2-(methylamino)cyclopentyl)amino)-1-oxoisoindolin-2-yl)piperidine-2,6-dione CN(C=1C=C2CN(C(C2=CC1)=O)C1C(NC(CC1)=O)=O)[C@@H]1[C@@H](CCC1)NC